5-[6-fluoro-4-[[(4-methoxy-6-methyl-2-pyridyl)amino]methyl]-1H-indazol-7-yl]-1,1-dioxo-1,2,5-thiadiazolidin-3-one FC1=CC(=C2C=NNC2=C1N1CC(NS1(=O)=O)=O)CNC1=NC(=CC(=C1)OC)C